2-n-propyl-quinazolin-4(3H)-one C(CC)C1=NC2=CC=CC=C2C(N1)=O